ClC=1C(=C(C=CC1F)C(=O)N1CCOC2(C1)C=C(C(C(C2)(C)C)=O)C#N)F 4-(3-chloro-2,4-difluorobenzene-1-carbonyl)-10,10-dimethyl-9-oxo-1-oxa-4-azaspiro[5.5]undec-7-ene-8-carbonitrile